(20R)-3-(cyclopropylmethyl)-17-fluoro-5,20-dimethyl-21-oxa-3,4,9,12,24-pentaazapentacyclo[20.3.1.02,6.08,13.014,19]hexacosa-1(25),2(6),4,8(13),9,11,14,16,18,22(26),23-undecaen-23-amine C1(CC1)CN1C=2C3=CN=C(C(O[C@@H](C4=CC(=CC=C4C=4N=CC=NC4CC2C(=N1)C)F)C)=C3)N